Ethyl (E)-4-({4-[3-chloro-10-(2-hydroxyethyl)-11-oxo-10,11-dihydro-5H-dibenzo[b,e][1,4]diazepin-5-yl]butyl}amino)but-2-enoate maleate C(\C=C/C(=O)O)(=O)O.ClC=1C=CC2=C(N(C3=C(N(C2=O)CCO)C=CC=C3)CCCCNC/C=C/C(=O)OCC)C1